CP(C1=CC(=C(C(=C1)Br)OCCO)Br)(C1=CC(=C(C(=C1)Br)OCCO)Br)=O methyl-bis(3,5-dibromo-4-hydroxyethoxyphenyl)phosphine oxide